1-(1,4,5-trimethylimidazol-2-yl)methanamine CN1C(=NC(=C1C)C)CN